ClCC1=NC=CC=C1F 2-(chloromethyl)-3-fluoropyridine